Ethylanisylglyoxylat C(C)OC(C(=O)CC1=CC=C(C=C1)OC)=O